CS(=O)(=O)OCC1=CC(=CC=C1)CNC1=C2C(N(C(C2=CC=C1)=O)C1C(NC(CC1)=O)=O)=O [3-({[2-(2,6-dioxopiperidin-3-yl)-1,3-dioxo-2,3-dihydro-1H-isoindol-4-yl]amino} methyl)phenyl]methyl methanesulfonate